(4-oximino-3-ethoxy-2,5-cyclohexadien-1-ylidene)benzyl cyanide N(O)=C1C(=CC(C=C1)=C(C1=CC=CC=C1)C#N)OCC